C(CCC)N monobutylamine